(2R,3R,4R)-5-amino-2-(hydroxymethyl)oxacyclohexane-3,4-diol NC1[C@H]([C@H]([C@H](OC1)CO)O)O